O[C@H](C)C1=NC=2C(=C3C(=NC2)C=CS3)N1[C@@H]1CC[C@H](CC1)CNC(OCC)=O Ethyl [(trans-4-{2-[(1R)-1-hydroxyethyl]-1H-imidazo[4,5-d]thieno[3,2-b]pyridin-1-yl}cyclohexyl)methyl]carbamate